((2-fluoro-8-(4,4,5,5-tetramethyl-1,3,2-Dioxaborolan-2-yl)naphthalen-1-yl)ethynyl)triisopropylsilane FC1=C(C2=C(C=CC=C2C=C1)B1OC(C(O1)(C)C)(C)C)C#C[Si](C(C)C)(C(C)C)C(C)C